2-[4,6-bis(trifluoromethyl)-1,3,5-triazin-2-yl]-6-chloro-1-(prop-2-yn-1-yl)-2,3,4,9-tetrahydro-1H-pyrido[3,4-b]indole FC(C1=NC(=NC(=N1)C(F)(F)F)N1C(C=2NC3=CC=C(C=C3C2CC1)Cl)CC#C)(F)F